Benzyl-Sodium thiocyanate [S-]C#N.C(C1=CC=CC=C1)[Na]